6,6,9-trimethyl-3-pentyl-2-(1H-pyrrol-2-yl)-6a,7,8,10a-tetrahydro-6H-benzo[c]chromen-1-ol CC1(OC=2C=C(C(=C(C2C2C1CCC(=C2)C)O)C=2NC=CC2)CCCCC)C